copper-bismuth-tin [Sn].[Bi].[Cu]